COC(C)C1=CC=CC(=N1)CN1N=NC(=C1)C1=CC(=NC(=N1)NCCOC1=CC=CC=C1)C=1C=C(C#N)C=CC1 m-[6-(1-{[6-(1-methoxyethyl)-2-pyridinyl]methyl}-1H-1,2,3-triazol-4-yl)-2-(2-phenoxyethylamino)-4-pyrimidinyl]benzonitrile